ClC1=NC=C(C(=N1)NCC1=CC=C(C=C1)C=1N(C=C(N1)C(F)(F)F)C(C)C)C(=O)O 2-chloro-4-((4-(1-isopropyl-4-(trifluoromethyl)-1H-imidazol-2-yl)benzyl)amino)pyrimidin-5-carboxylic acid